maleic acid, methyl ester C(\C=C/C(=O)[O-])(=O)OC